tert-butyl 4-((benzylamino)methyl)-4-hydroxypiperidine-1-carboxylate C(C1=CC=CC=C1)NCC1(CCN(CC1)C(=O)OC(C)(C)C)O